NC=1C(=C(C(=C(C1)S(=O)(=O)C1=C(C(=C(C(=C1)N)N)C)C)C)C)N Diaminoxylylsulfone